allyl 7,7-dimethylbicyclo[4.1.0]hept-3-en-3-carboxylate CC1(C2CC=C(CC12)C(=O)OCC=C)C